1-(Benzo[d]thiazol-6-yl)hydrazine-1,2-dicarboxylic acid di-tert-butyl ester C(C)(C)(C)OC(=O)N(NC(=O)OC(C)(C)C)C1=CC2=C(N=CS2)C=C1